2-amino-5-(thiophen-2-yl)nicotinic acid NC1=C(C(=O)O)C=C(C=N1)C=1SC=CC1